C1(CC1)C(C(C)(C)O)N1CC2=CC=CC(=C2C1=O)NC(C1=C(C(=CC=C1)F)C(F)(F)F)=O N-(2-(1-cyclopropyl-2-hydroxy-2-methylpropyl)-3-oxoisoindolin-4-yl)-3-fluoro-2-(trifluoromethyl)benzamide